3-methoxy-3-methylpropyl-amine COC(CCN)C